Heptafluoropropyl 1,2,2,2-tetrafluoroethyl ether FC(C(F)(F)F)OC(C(C(F)(F)F)(F)F)(F)F